C=C1C2=CCC(C1)C2 2-methylene-norbornene